O=S1(NC(CSC2=C1C=CC=C2)=O)=O 1,1-dioxo-2H-benzo[f][1,5,2]dithiazepine-3(4H)-one